FC=1C=C(C=C(C1)F)C1CC=NN1C(=O)C12CC(C1)(C2)CN2C=CN1N=CC(=C12)C#N 1-((3-(5-(3,5-difluorophenyl)-4,5-dihydro-1H-pyrazole-1-carbonyl)bicyclo[1.1.1]-pentan-1-yl)methyl)-1H-imidazo[1,2-b]pyrazole-7-carbonitrile